N-((5-fluoro-2,3-dihydrobenzofuran-4-yl)methyl)-1-(methylsulfonyl)-8-(tetrahydro-2H-pyran-4-yl)imidazo[1,5-c]pyrimidin-5-amine FC=1C=CC2=C(CCO2)C1CNC1=NC=C(C=2N1C=NC2S(=O)(=O)C)C2CCOCC2